3-[5-cyclopropyl-4-[5-(4-piperidyl)pyrazin-2-yl]isoxazol-3-yl]-1-isopropyl-pyrazolo[3,4-d]pyrimidin-4-amine C1(CC1)C1=C(C(=NO1)C1=NN(C2=NC=NC(=C21)N)C(C)C)C2=NC=C(N=C2)C2CCNCC2